C(=O)(O)C=1C(=C(C=C(C(=O)OCC)C#N)C=CC1)O ethyl 3-carboxy-2-hydroxy-α-cyanocinnamate